C(C)(=O)O[C@@H]1[C@H](O[C@H]([C@@H]1O[Si](C)(C)C(C)(C)C)N1C(N=C(C=C1)NC(C1=CC=CC=C1)=O)=O)CO[Si](C)(C)C(C)(C)C (2R,3R,4R,5R)-5-(4-benzamido-2-oxopyrimidin-1(2H)-yl)-4-((tert-butyldimethylsilyl)oxy)-2-(((tert-butyldimethylsilyl)oxy)methyl)tetrahydrofuran-3-yl acetate